C(#N)C1=C(OC2=CC(=NC=N2)OC2=C(C=CC=C2)/C(/C(=O)OC)=C\OC)C=CC=C1 Methyl (2E)-2-(2-{[6-(2-cyanophenoxy)pyrimidin-4-yl]oxy}phenyl)-3-methoxyacrylate